CC(=C)C(=O)OCC(C)(C)COC(=O)C(=C)C 2,2-dimethylpropanediol dimethacrylate